C(C)NS(=O)(=O)NC1=CC(=CN=N1)CN1CCN(CC1)C=1C=CC(=NC1C(F)(F)F)C(=O)NC 5-(4-((6-((N-ethylsulfamoyl)amino)pyridazin-4-yl)methyl)piperazin-1-yl)-N-methyl-6-(trifluoromethyl)picolinamide